(2-(8-(tert-butoxycarbonyl)-5,6,7,8-tetrahydro-1,8-naphthyridin-2-yl)ethyl)-1H-pyrazole-4-carboxylic acid C(C)(C)(C)OC(=O)N1CCCC=2C=CC(=NC12)CCN1N=CC(=C1)C(=O)O